N1(CCNCC1)CCC#CC=1C=CC(=NC1)C(=O)N 5-(4-(piperazin-1-yl)but-1-yn-1-yl)picolinamide